NCC(=O)OCC ethyl 2-aminoacetate